FC=1C=C(C=CC1F)N1N=CC(=N1)C(=O)NCC1(NC(NC1=O)=O)C=1SC=CN1 (3,4-difluorophenyl)-N-{[2,5-dioxo-4-(1,3-thiazol-2-yl)imidazolidin-4-yl]methyl}-2H-1,2,3-triazole-4-carboxamide